The molecule is a histidine derivative that is L-histidine having an acetyl substituent on the alpha-nitrogen. It has a role as an animal metabolite. It is a L-histidine derivative, a N-acetylhistidine and a N-acetyl-L-amino acid. It is a conjugate acid of a N-acetyl-L-histidinate. CC(=O)N[C@@H](CC1=CN=CN1)C(=O)O